2-(methylamino)propanamide CNC(C(=O)N)C